4-[(4S)-4-[[4-(difluoromethoxy)-2-pyridinyl]oxy]-3,3-difluoro-pyrrolidin-1-yl]-6-(2,4-dimethoxypyrimidin-5-yl)-2-methyl-pyrimidine FC(OC1=CC(=NC=C1)O[C@@H]1C(CN(C1)C1=NC(=NC(=C1)C=1C(=NC(=NC1)OC)OC)C)(F)F)F